C(C)C1OC(CC(C1(C)C)=C)C 2-Ethyl-3,3,6-trimethyl-4-methylenetetrahydro-2H-pyran